5-(4-chloro-6-fluoro-5-methoxypyridoylamino)-2-(2-fluorophenyl)-N-(2-(trifluoromethyl)benzyl)thiazole-4-carboxamide ClC1=CC(=NC(=C1OC)F)C(=O)NC1=C(N=C(S1)C1=C(C=CC=C1)F)C(=O)NCC1=C(C=CC=C1)C(F)(F)F